tetra-hydro-phenanthrolinium [NH2+]1CCCC2=CC=C3C=CC=NC3=C12